bis-(3-ethylbenzothiazoline-6-sulfonic acid) diammonium [NH4+].[NH4+].C(C)N1CSC2=C1C=CC(=C2)S(=O)(=O)O.C(C)N2CSC1=C2C=CC(=C1)S(=O)(=O)O